N-[2-(2,6-dioxopiperidin-3-yl)-1-oxo-3H-isoindol-5-yl]-6-methoxy-3,4-dihydro-1H-isoquinoline-2-carboxamide O=C1NC(CCC1N1C(C2=CC=C(C=C2C1)NC(=O)N1CC2=CC=C(C=C2CC1)OC)=O)=O